(R)-1-(2-fluoro-3-iodophenyl)ethylamine hydrochloride Cl.FC1=C(C=CC=C1I)[C@@H](C)N